rac-(2,2-dimethyl-1,3-dioxolan-4-yl)methylamine CC1(OC[C@H](O1)CN)C |r|